2-(2-(cyclopropanesulfonamido)thiazol-4-yl)-N-(5-(6-ethoxypyrazin-2-yl)pyridin-2-yl)-4-methoxybutanamide C1(CC1)S(=O)(=O)NC=1SC=C(N1)C(C(=O)NC1=NC=C(C=C1)C1=NC(=CN=C1)OCC)CCOC